dit-hexyl peroxide C(C)(C)(CCC)OOC(C)(C)CCC